CC1=CC2=CC(=CN=C2N1)NC3=NC=NN4C3=C(C(=C4)C5=NN=C(O5)C)C(C)C 5-Isopropyl-6-(5-methyl-1,3,4-oxadiazol-2-yl)-N-(2-methyl-1H-pyrrolo[2,3-b]pyridin-5-yl)pyrrolo[2,1-f][1,2,4]triazin-4-amine